FC1=CC2=C(C3=CC=CC=C3C(=C2C=C1)OCC1=CC=C(C=C1)C)OCC1=CC=C(C=C1)C 2-fluoro-9,10-bis(4-methylbenzyloxy)anthracene